FC(C(C(F)(F)F)(OCCC[Si](OC)(OC)OC)F)(F)F 3-(heptafluoroisopropoxy)propyl-trimethoxysilane